(R)-(1-(5-chloro-2-ethoxybenzyl)pyrrolidin-3-yl)methanamine disuccinate C(CCC(=O)O)(=O)O.C(CCC(=O)O)(=O)O.ClC=1C=CC(=C(CN2C[C@H](CC2)CN)C1)OCC